C(C)C1=C(C(CC=C1)(C)C)C(=O)OCC ethyl 2-ethyl-6,6-dimethylcyclohexa-1,3-diene-1-carboxylate